N-[(1S)-2-[[(1S)-1-cyano-2-[(3S)-2-oxo-3-piperidyl]ethyl]amino]-1-(cyclopropylmethyl)-2-oxo-ethyl]-5-methoxy-1H-pyrrolo[3,2-b]pyridine-2-carboxamide C(#N)[C@H](C[C@H]1C(NCCC1)=O)NC([C@H](CC1CC1)NC(=O)C1=CC2=NC(=CC=C2N1)OC)=O